O1C(=CC=C1)CN1COC2=C(C1)C=C(C=C2)C(CCC(=O)OC)(C)C=2C=CC1=C(CN(CO1)CC=1OC=CC1)C2 methyl 4,4-bis(3-(furan-2-ylmethyl)-3,4-dihydro-2H-benzo[e][1,3]oxazin-6-yl)pentanoate